BrC=1N=C(SC1)C1CC(N(S(N1)(=O)=O)C)C(=O)NC1=CC(=C(C=C1)F)Cl 5-(4-bromothiazol-2-yl)-N-(3-chloro-4-fluorophenyl)-2-methyl-1,2,6-thiadiazinane-3-carboxamide 1,1-dioxide